FC(C1=NN=C(O1)C1=CC(=C(CC2=NOC(=N2)C=2C=C(C=CC2)NC(=O)N2CCOCC2)C(=C1)F)F)F N-(3-(3-(4-(5-(difluoromethyl)-1,3,4-oxadiazol-2-yl)-2,6-difluorobenzyl)-1,2,4-oxadiazol-5-yl)phenyl)morpholine-4-carboxamide